Butyl (2-((1,1,1-trifluoro-2-methylpropan-2-yl)oxy)ethyl)carbamate FC(C(C)(C)OCCNC(OCCCC)=O)(F)F